2-(2,6-dimethylpyridin-4-yl)-3-isopropyl-5-(1-(pyrimidin-5-ylmethyl)piperidin-4-yl)-1H-indole CC1=NC(=CC(=C1)C=1NC2=CC=C(C=C2C1C(C)C)C1CCN(CC1)CC=1C=NC=NC1)C